ethyl 1-(bromomethyl)-1H-indole-6-carboxylate BrCN1C=CC2=CC=C(C=C12)C(=O)OCC